2-(4-(methylamino)butyl)-3-neopentylpyrido[3,4-d]pyrimidin-4(3H)-one bis-hydrochloride salt Cl.Cl.CNCCCCC=1N(C(C2=C(N1)C=NC=C2)=O)CC(C)(C)C